C1=CC=CC2=CC=CC(=C12)C(=O)NCCCC 8-naphthoyl-butylamine